(tert-pentyl)-[1,1'-biphenyl]-2-ol C(C)(C)(CC)C1=C(C(=CC=C1)C1=CC=CC=C1)O